BrC1=C(C=CC=C1)NC(C1=CC(=CC=C1)SF)=O N-(2-bromophenyl)-3-fluorosulfanylbenzamide